1-(4-aminophenyl)-1,3,3-trimethylindane NC1=CC=C(C=C1)C1(CC(C2=CC=CC=C12)(C)C)C